t-2-butyl methyl ether COC(C)CC